Allyl 2-(3-cyano-1H-1,2,4-triazol-1-yl)acetate C(#N)C1=NN(C=N1)CC(=O)OCC=C